3-(PYRROLIDIN-1-YL)PROPYL BIS(10-(N-DODECYLOCTANAMIDO)DECYL)CARBAMATE C(CCCCCCCCCCC)N(C(CCCCCCC)=O)CCCCCCCCCCN(C(OCCCN1CCCC1)=O)CCCCCCCCCCN(C(CCCCCCC)=O)CCCCCCCCCCCC